N[C@H]1CS(C2=C(N(C1=O)CC1=CC=C(C=C1)Cl)C=C(C(=C2)F)C=2OC(=NN2)C2CN(CC(C2)(F)F)C)(=O)=O (3R)-3-amino-5-[(4-chlorophenyl)methyl]-7-[5-(5,5-difluoro-1-methyl-3-piperidyl)-1,3,4-oxadiazol-2-yl]-8-fluoro-1,1-dioxo-2,3-dihydro-1λ6,5-benzo-thiazepin-4-one